1-(1-methoxypropan-2-yl)piperidine tert-Butyl-3'-methoxy-8'-oxo-8',9',11',12'-tetrahydrospiro[piperidine-4,10'-[1,4]diazepino[5',6':4,5]thieno[3,2-f]quinoxaline]-1-carboxylate C(C)(C)(C)OC(=O)N1CCC2(NC(C3=C(C=4C=5N=CC(=NC5C=CC4S3)OC)NC2)=O)CC1.COCC(C)N1CCCCC1